C(C)(C)(C)OC(=O)NC1(CCCC1)/C=C/C(=O)O (E)-3-(1-((tert-butoxycarbonyl)amino)cyclopentyl)acrylic acid